C(C)S(=O)(=O)C=1C=C(C=NC1C1=NC2=C(N1C)C=CC(=C2)S(=O)(=N)C(F)(F)F)C2(CC2)C#N 1-[5-ethylsulfonyl-6-[1-methyl-5-(trifluoromethylsulfonimidoyl)benzimidazol-2-yl]-3-pyridyl]cyclopropane-carbonitrile